(R)-1-((R)-3,3-difluoropiperidin-4-yl)-3-hydroxypyrrolidin-2-one hydrochloride Cl.FC1(CNCC[C@H]1N1C([C@@H](CC1)O)=O)F